N-[3-[(2R)-1-[5-(6-ethoxypyrazin-2-yl)-1,3-thiazole-2-carbonyl]pyrrolidin-2-yl]phenyl]-1,1-difluoromethanesulfonamide C(C)OC1=CN=CC(=N1)C1=CN=C(S1)C(=O)N1[C@H](CCC1)C=1C=C(C=CC1)NS(=O)(=O)C(F)F